NCCCCCCNCCC[Si](OCC)(OCC)OCC [3-(6-aminohexylamino)propyl]triethoxysilane